5-chloro-1,3-Dimethylpyrazol ClC1=CC(=NN1C)C